C1(CCCC2=CC=CC=C12)O tetralinol